C(C)N(P(=O)(OCC)O)CC ETHYL HYDROGEN DIETHYLAMIDOPHOSPHATE